C(C1=CC=CC=C1)[C@H](CC(=O)OC(C)(C)C)C(=O)N([C@H](CNS(=O)(=O)C1=CC=C(C=C1)[N+](=O)[O-])C)C tert-butyl (R)-3-benzyl-4-(methyl((S)-1-((4-nitrophenyl)sulfonamido)propan-2-yl)amino)-4-oxobutanoate